COC=1C(=NC(=NC1)NC=1C=C(C=CC1)S(=O)(=O)N)N1C[C@H](N(CC1)C1=CC=CC=C1)C (R)-3-((5-methoxy-4-(3-methyl-4-phenylpiperazin-1-yl)pyrimidin-2-yl)amino)benzenesulfonamide